(R)-1-((6'-Chloro-3,4'-difluoro-[2,3'-bipyridin]-5-yl)methyl)piperidin-3-ol ClC1=CC(=C(C=N1)C1=NC=C(C=C1F)CN1C[C@@H](CCC1)O)F